(S)-Methyl-3-(1,4-dimethyl-1H-benzo[d][1,2,3]triazol-5-yl)-3-(3-((2,2-dimethyl-2,3-dihydropyrido[2,3-f][1,4]oxazepin-4(5H)-yl)methyl)-4-methylphenyl)-2,2-dimethylpropanoic acid C[C@](C(C(=O)O)(C)C)(C1=CC(=C(C=C1)C)CN1CC(OC2=C(C1)N=CC=C2)(C)C)C2=C(C1=C(N(N=N1)C)C=C2)C